6-chloro-N-[5-chloro-1-(1-methylcyclopropyl)-1H-pyrazol-4-yl]-7-[4-(3-methylazetidin-1-yl)piperidin-1-yl]quinazolin-2-amine ClC=1C=C2C=NC(=NC2=CC1N1CCC(CC1)N1CC(C1)C)NC=1C=NN(C1Cl)C1(CC1)C